CC1=C(C=C(C=C1)C)NC(OC)=O methyl (2,5-dimethylphenyl)carbamate